diacetyl-dibutyltin dilaurate C(CCCCCCCCCCC)(=O)O.C(CCCCCCCCCCC)(=O)O.C(C)(=O)[Sn](CCCC)(CCCC)C(C)=O